C(C)(C)(C)OC(=O)N1CCN(CC1)C1=CC(=C(C(=C1)F)C(NC1=NC2=C(C=CC=C2C=C1)OC)=O)F 4-(3,5-difluoro-4-((8-methoxyquinolin-2-yl)carbamoyl)phenyl)piperazine-1-carboxylic acid tert-butyl ester